ClC1=C2C(=NC=C1)NC=C2I 4-chloro-3-iodo-1H-pyrrolo[2,3-b]pyridine